OC1(CC(CC1)CN1C(N(C=2N=CN(C2C1=O)C)C)=O)C(F)(F)F 1-((3-Hydroxy-3-(trifluoromethyl)cyclopentyl)methyl)-3,7-dimethyl-1H-purine-2,6(3H,7H)-dione